1,1,1,3,3,3-hexafluoro-propan-2-yl (R)-1-(phenylcarbamoyl)-6-azaspiro[2.5]octane-6-carboxylate C1(=CC=CC=C1)NC(=O)[C@@H]1CC12CCN(CC2)C(=O)OC(C(F)(F)F)C(F)(F)F